5,5-difluoropiperidin-3-ol FC1(CC(CNC1)O)F